N-(tert-butyl)-2-((2-(4-(2-hydroxyethyl)pyridin-2-yl)-6,7-dihydro-5H-cyclopenta[d]pyrimidin-4-yl)(methyl)amino)acetamide formate C(=O)O.C(C)(C)(C)NC(CN(C)C=1C2=C(N=C(N1)C1=NC=CC(=C1)CCO)CCC2)=O